[Cl-].C(CCCCCCCCC)[N+](C(C1=CC=CC=C1)(C)C)(C)C decyl-dimethyl-(dimethylbenzyl)ammonium chloride